ClCC1=CC=CC(=N1)C#N 6-(chloromethyl)cyanopyridine